3-Methyl-5-(N-(4-benzyl-phenyl)-N-phenethylsulfamoyl)benzofuran-2-carboxylic acid CC1=C(OC2=C1C=C(C=C2)S(N(CCC2=CC=CC=C2)C2=CC=C(C=C2)CC2=CC=CC=C2)(=O)=O)C(=O)O